(2S,5R)-1-(3-chloro-4-(6-methoxypyridin-3-yl)benzoyl)-5-(2-chlorophenyl)pyrrolidine-2-carboxylic acid ClC=1C=C(C(=O)N2[C@@H](CC[C@@H]2C2=C(C=CC=C2)Cl)C(=O)O)C=CC1C=1C=NC(=CC1)OC